(S)-6-{2-Amino-2-[3-(5-methyl-1H-indazol-1-yl)pyridine-2-yl]-ethyl}-5-fluoropyridine-2-carbonitrile hydrochloride Cl.N[C@@H](CC1=C(C=CC(=N1)C#N)F)C1=NC=CC=C1N1N=CC2=CC(=CC=C12)C